5-(3,5-dihydroxybenzylidene)-1-methyl-3-(3-morpholinopropyl)-2-selenoxoimidazolidin-4-one OC=1C=C(C=C2C(N(C(N2C)=[Se])CCCN2CCOCC2)=O)C=C(C1)O